FC(CNC1CCC(CC1)NC(=O)C1=NC(=C2N1C=CC=C2)N2C=NC=C2)F N-((1r,4r)-4-((2,2-difluoroethyl)amino)cyclohexyl)-1-(1H-imidazol-1-yl)imidazo[1,5-a]pyridine-3-carboxamide